C[Si]1(N([Si](CC1)(C)C)CCC[Li])C 3-(2,2,5,5-tetramethyl-1-aza-2,5-disila-1-cyclopentyl)propyllithium